ClC=1C=CC=C2C(C=C(OC12)C=1N=NC(=CC1)Cl)=O 8-chloro-2-(6-chloropyridazin-3-yl)chromen-4-one